O=C1O[C@H](CN1)COC1=CC=NC2=CC(=C(C=C12)OC(C)C)C(=O)N 4-{[(5R)-2-oxo-1,3-oxazolidin-5-yl]methoxy}-6-(prop-2-yloxy)quinoline-7-carboxamide